1-(4-(2-(4-bromophenyl)propan-2-yl)thiazol-2-yl)-3-(3-isopropoxy-4-(piperazin-1-yl)benzyl)urea BrC1=CC=C(C=C1)C(C)(C)C=1N=C(SC1)NC(=O)NCC1=CC(=C(C=C1)N1CCNCC1)OC(C)C